BrC1=CC=C2C(C(=CN(C2=C1)C(C)C)C)=O 7-bromo-1-isopropyl-3-methylquinolin-4(1H)-one